1-((3-fluoro-6-methylpyridin-2-yl)methyl)-3,4-dimethyl-2-oxo-N-(2,4,6-trifluorobenzyl)-1,2,3,4-tetrahydroquinazoline-7-carboxamide FC=1C(=NC(=CC1)C)CN1C(N(C(C2=CC=C(C=C12)C(=O)NCC1=C(C=C(C=C1F)F)F)C)C)=O